C(C1=CC=CC=C1)N(C(CO)C)CC#C 2-(benzyl-(prop-2-yn-1-yl)amino)propan-1-ol